5-cyclopentyl-1H-pyrrole-3-sulfonic acid C1(CCCC1)C1=CC(=CN1)S(=O)(=O)O